methyl ((2-(((RS)-1-((1S,2R)-2-formylcyclopropyl)propan-2-yl)oxy)-4-methylphenyl)sulfonyl)-L-prolinate C(=O)[C@H]1[C@@H](C1)C[C@@H](C)OC1=C(C=CC(=C1)C)S(=O)(=O)N1[C@@H](CCC1)C(=O)OC |&1:6|